N1CNCCC1 hexahydropyrimidin